(2R)-2-[6-[(2-bromo-4-pyridyl)methylamino]-2-prop-1-ynyl-purin-9-yl]tetrahydrothiophene-3,4-diol BrC1=NC=CC(=C1)CNC1=C2N=CN(C2=NC(=N1)C#CC)[C@@H]1SCC(C1O)O